CNC1=NN(C=N1)C1=NC=CC=N1 N-methyl-1-pyrimidin-2-yl-1,2,4-triazol-3-amine